N-{4-chloro-2-fluoro-3-[6-oxo-4-(trifluoromethyl)-1,6-dihydropyrimidin-2-yl]benzyl}-1-[5-(Trifluoromethyl)pyridin-2-yl]piperidine-4-carboxamide ClC1=C(C(=C(CNC(=O)C2CCN(CC2)C2=NC=C(C=C2)C(F)(F)F)C=C1)F)C=1NC(C=C(N1)C(F)(F)F)=O